C(C)OC(C(C)(C)OC1=C(C=C(C=C1C)CN1C=NN(C1=O)C1=CC=C(C=C1)OCC(F)(F)F)C)=O 2-(2,6-dimethyl-4-((5-oxo-1-(4-(2,2,2-trifluoroethoxy)phenyl)-1,5-dihydro-4H-1,2,4-triazol-4-yl)methyl)phenoxy)-2-methylpropanoic acid ethyl ester